CCCCCCCCCCCCCCCC(=O)OC(CCCCCCCCCCC)CCCCCC(=O)[O-] The molecule is a long-chain fatty acid anion that is the conjugate base of 7-PAHSA, obtained by deprotonation of the carboxy group; major species at pH 7.3. It has a role as an anti-inflammatory agent, a hypoglycemic agent and a human metabolite. It is a conjugate base of a 7-PAHSA.